6-(2,2-dimethyl-indolin-5-yl)-5-[4-[(3S)-1-(3-fluoropropyl)pyrrolidin-3-yl]oxyphenyl]-8,9-dihydro-7H-benzo[7]annulen-2-ol CC1(NC2=CC=C(C=C2C1)C1=C(C2=C(CCC1)C=C(C=C2)O)C2=CC=C(C=C2)O[C@@H]2CN(CC2)CCCF)C